N1=CC=C(C=C1)C=1N=C(C2=C(N1)C=NC=C2)NCCCC2=NN=NN2 2-(pyridin-4-yl)-N-[3-(1H-1,2,3,4-tetrazol-5-yl)propyl]Pyrido[3,4-d]Pyrimidin-4-amine